ethyl (2R,3S)-2-(benzamidomethyl)-3-(benzo[d][1,3]dioxol-5-yl)-3-hydroxypropionate C(C1=CC=CC=C1)(=O)NC[C@@H](C(=O)OCC)[C@H](O)C1=CC2=C(OCO2)C=C1